CC(C(=O)OC(CBr)C1=CC(=CC(=C1)OC)OC)N1C=NC=2C1=NC(=CC2Cl)Cl 2-bromo-1-(3,5-dimethoxyphenyl)ethanol methyl-2-(5,7-dichloro-3H-imidazo[4,5-b]pyridin-3-yl)acetate